2,5-diaminobenzene-1,4-dithiol bis-hydrochloride Cl.Cl.NC1=C(C=C(C(=C1)S)N)S